(E)-N,N-dimethyl-4-((undecylimino)methyl)aniline CN(C1=CC=C(C=C1)/C=N/CCCCCCCCCCC)C